ClC1=C(C=CC=C1)C1NCC2=CC=CC=C12 1-(2-chlorophenyl)isoindoline